7-methoxy-5,11-dioxo-10-((2-(trimethylsilyl)ethoxy)methyl)-5,10,11,11a-tetrahydro-1H-benzo[e]pyrrolo[1,2-a][1,4]diazepin-2-yl trifluoromethanesulfonate FC(S(=O)(=O)OC=1CC2N(C(C3=C(N(C2=O)COCC[Si](C)(C)C)C=CC(=C3)OC)=O)C1)(F)F